C(C1=CC=CC=C1)OC1=C(N2C(C3=CC(=CC=C13)C=1N=NN(C1)C)=NC=N2)C(=O)OC methyl 6-(benzyloxy)-9-(1-methyl-1H-1,2,3-triazol-4-yl)-[1,2,4]triazolo[5,1-a]isoquinoline-5-carboxylate